2-((S)-5,6,7,8-tetrahydroquinolin-7-ylamino)pyrimidine-5-carboxamide N1=CC=CC=2CC[C@@H](CC12)NC1=NC=C(C=N1)C(=O)N